((4-((tert-butoxycarbonyl)amino)-3-methoxyphenyl)sulfonyl)methyl acetate C(C)(=O)OCS(=O)(=O)C1=CC(=C(C=C1)NC(=O)OC(C)(C)C)OC